FC(OC1=C(C(=O)N)C(=CC(=C1)C=1N(N=C2C=C(C=C(C12)C(F)F)C=1C=NN(C1)C)C)OC)F 2-(difluoromethoxy)-4-[4-(difluoromethyl)-2-methyl-6-(1-methylpyrazol-4-yl)indazol-3-yl]-6-methoxybenzamide